4-azabenzoic acid C(C1=CC=NC=C1)(=O)O